C1(=CC=CC=C1)NCCC[Si](OC)(OC)OC N-phenyl-γ-aminopropyl-Trimethoxysilane